FC1=C(C=C(C(=C1)OC)F)N1N=NC(=C1C)CO [1-(2,5-difluoro-4-methoxy-phenyl)-5-methyl-1H-[1,2,3]Triazol-4-yl]-methanol